(trans)-4-hydroxycyclohexyl 4-methylbenzenesulfonate CC1=CC=C(C=C1)S(=O)(=O)O[C@@H]1CC[C@H](CC1)O